6-(2-allyl-6-((3-chloro-4-(4-methylpiperazin-1-yl)phenyl)amino)-3-oxo-2,3-dihydro-1H-pyrazolo[3,4-d]pyrimidin-1-yl)pyridine-2-sulfonamide C(C=C)N1N(C2=NC(=NC=C2C1=O)NC1=CC(=C(C=C1)N1CCN(CC1)C)Cl)C1=CC=CC(=N1)S(=O)(=O)N